The molecule is a steroid ester in which a 5alpha-androstane skeleton is C-3alpha- and C-17beta-disubstituted with acetoxy groups and 2beta- and 16beta-disubstituted with 1-methylpiperidinium-1-yl groups. It is a non-depolarizing curare-mimetic muscle relaxant. It has a role as a muscle relaxant, a cholinergic antagonist and a nicotinic antagonist. It is a steroid ester and an acetate ester. CC(=O)O[C@H]1C[C@@H]2CC[C@@H]3[C@@H]([C@]2(C[C@@H]1[N+]4(CCCCC4)C)C)CC[C@]5([C@H]3C[C@@H]([C@@H]5OC(=O)C)[N+]6(CCCCC6)C)C